C(#N)C=1C=CC(=NC1)C=1C=C2C=C(C(N(C2=NC1)CCN1CCOCC1)=O)C(=O)NC1CCC(CC1)C 6-(5-cyanopyridin-2-yl)-N-(4-methylcyclohexyl)-1-(2-morpholinoethyl)-2-oxo-1,2-dihydro-1,8-naphthyridine-3-carboxamide